N-(3-(2-hydroxy-8,9-dihydroimidazo[1',2':1,6]pyrido[2,3-d]pyrimidin-6-yl)-4-methylphenyl)-4-(trifluoromethyl)pyridineamide OC=1N=CC2=C(N1)N1C(C(=C2)C=2C=C(C=CC2C)NC(=O)C2=NC=CC(=C2)C(F)(F)F)=NCC1